3-[4-(4,4,5,5-tetramethyl-1,3,2-dioxaborolan-2-yl)-1H-pyrazol-1-yl]pyrrol CC1(OB(OC1(C)C)C=1C=NN(C1)C1=CNC=C1)C